N-(1-(1H-indol-3-yl)hexan-2-yl)-6-(4-methylpiperidin-1-yl)benzo[b]thiophene-2-Formamide N1C=C(C2=CC=CC=C12)CC(CCCC)NC(=O)C1=CC2=C(S1)C=C(C=C2)N2CCC(CC2)C